ethyl 3-cyclopropyl-1-(2,2,2-trifluoroethyl)-1H-pyrazole-4-carboxylate C1(CC1)C1=NN(C=C1C(=O)OCC)CC(F)(F)F